phosphindolizine C=1C=CP2C=CC=CC12